OCC1(N2CCC(C1=O)CC2)COC 2-(hydroxymethyl)-2-(methoxymethyl)-1-azabicyclo[2.2.2]Octane-3-one